(3R)-4-{2-[6-(azetidin-3-yl)-3-methylimidazo[1,5-a]pyridin-8-yl]-5-fluorobenzoyl}-3-methylmorpholine N1CC(C1)C=1C=C(C=2N(C1)C(=NC2)C)C2=C(C(=O)N1[C@@H](COCC1)C)C=C(C=C2)F